CC1=C(C=C(C=C1)N)Cl.Cl 3-CHLORO-P-TOLUIDINE HYDROCHLORIDE